NC=1C=2O[C@@H](C=3C=C(C=CC3C=3N=CSC3CN3C=NC(=C3C(=CN1)C2)C#N)F)C (19R)-22-amino-16-fluoro-19-methyl-20-oxa-9-thia-4,6,11,23-tetraazapentacyclo[19.3.1.02,6.08,12.013,18]pentacosa-1(24),2,4,8(12),10,13(18),14,16,21(25),22-decaene-3-carbonitrile